C(C)(C)(C)OC(=O)N1C[C@@H](N(C[C@H]1CC)C=1C=2N(N=C(C1)Cl)C=C(N2)C(=O)OCC)COC ethyl 8-((2R,5R)-4-(tert-butoxycarbonyl)-5-ethyl-2-(methoxymethyl)piperazin-1-yl)-6-chloroimidazo[1,2-b]pyridazine-2-carboxylate